C[C@H]1CCOCCOC2=NC(=CC(C3=NNC=4C=CC(N1)=CC34)=N2)N2CCCC2 (13S)-13-methyl-4-(pyrrolidin-1-yl)-7,10-dioxa-5,14,19,20,23-pentaazatetracyclo[13.5.2.12,6.018,21]tricosa-1(20),2(23),3,5,15(22),16,18(21)-heptaene